1-allyl-2-(phenyloxy)benzene C(C=C)C1=C(C=CC=C1)OC1=CC=CC=C1